2-ethynyl-4-((4-nitrobenzoyl)oxy)pyrrolidine C(#C)C1NCC(C1)OC(C1=CC=C(C=C1)[N+](=O)[O-])=O